1-(7-(3-chloro-5-(trifluoromethyl)benzyl)-2,7-diazaspiro[4.4]nonane-2-carbonyl)-1H-pyrazole-3-carboxamide ClC=1C=C(CN2CC3(CCN(C3)C(=O)N3N=C(C=C3)C(=O)N)CC2)C=C(C1)C(F)(F)F